FC1=NC(=CC(=C1)N(C=1SC(=C(N1)C(=O)NC1CCC12CCCC2)C)C(C(C)O)=O)F 2-[(2,6-difluoro-4-pyridyl)-(2-hydroxypropanoyl)amino]-5-methyl-N-spiro[3.4]octan-3-yl-thiazole-4-carboxamide